FC=1C=C(C2=C(NC=N2)C1)C#N 6-fluoro-1H-benzo[d]imidazole-4-carbonitrile